(+/-)-3-carbamoylmethyl-5-methylhexanoic acid C(N)(=O)C[C@H](CC(=O)O)CC(C)C |r|